CC(CCCCC)C(=O)[O-] heptan-2-carboxylate